ClC=1N(C(C2=C(N1)N(N=C2)C2OCCCC2)=O)C 6-chloro-5-methyl-1-(tetrahydro-2H-pyran-2-yl)-1,5-dihydro-4H-pyrazolo[3,4-d]pyrimidin-4-one